CC1=C(OC=2CCC3=CN(N=C3C21)CC2CCOCC2)C(=O)NC[C@H]2OCCC2 8-Methyl-2-[(oxan-4-yl)methyl]-N-{[(2S)-oxolan-2-yl]methyl}-4,5-dihydro-2H-furo[2,3-g]indazol-7-carboxamid